1-(3,4-dimethoxyphenyl)ethan-1-one oxime COC=1C=C(C=CC1OC)C(C)=NO